C(C1=CC=CC=C1)OC=1C(=NC=C(C1C(=O)OCC1=CC=CC=C1)C#N)C benzyl 3-(benzyloxy)-5-cyano-2-methylpyridine-4-carboxylate